FC1=C2CCC(C=3C=CC=C(C=C1)C32)=O 4-fluoro-2,3-dihydro-1H-phenalen-1-one